ClC=1N=C(C2=C(N1)N=C(C(=C2)Cl)C2=C(C=CC=C2OC)F)N2CCN(CC2)C(C=C)=O 1-(4-(2,6-dichloro-7-(2-fluoro-6-methoxyphenyl)pyrido[2,3-d]pyrimidin-4-yl)piperazin-1-yl)prop-2-en-1-one